5-iodo-2-(2-methoxyethyl)-2H-indazole IC1=CC2=CN(N=C2C=C1)CCOC